4,6-dichloro-7-methoxy-3-methylcinnoline hydrochloride Cl.ClC1=C(N=NC2=CC(=C(C=C12)Cl)OC)C